tert-Butyl ((S)-1-phenylethyl) ((S*)-2-methylpropane-1,3-diyl)dicarbamate C[C@H](CNC(OC(C)(C)C)=O)CNC(O[C@@H](C)C1=CC=CC=C1)=O |o1:1|